COC(=O)C=1C=C(C(N(C1)C)=O)B(O)O (5-(methoxycarbonyl)-1-methyl-2-oxo-1,2-dihydropyridin-3-yl)boronic acid